ClC=1C=C(C=CC1N1C(N(CC1)C)=O)C1=C(C(=CC(=C1)F)C=1C=NC(=C(C1)N1CCNCC1)OCCO)O 1-(3-chloro-5'-fluoro-2'-hydroxy-3'-(6-(2-hydroxyethoxy)-5-(piperazin-1-yl)pyridin-3-yl)-[1,1'-biphenyl]-4-yl)-3-methylimidazolidin-2-one